4-(3-iodo-6-((4-methoxybenzyl)oxy)-1H-indol-1-yl)benzoic acid tert-butyl ester C(C)(C)(C)OC(C1=CC=C(C=C1)N1C=C(C2=CC=C(C=C12)OCC1=CC=C(C=C1)OC)I)=O